(S)-2-((6-amino-5-(4-(2-oxopyrrolidin-1-yl)phenyl)pyridin-2-yl)amino)-6,6a,7,8-tetrahydro-9H-pyrido[2,3-b]pyrrolo[1,2-d][1,4]oxazin-9-one NC1=C(C=CC(=N1)NC1=CC2=C(OC[C@H]3N2C(CC3)=O)N=C1)C1=CC=C(C=C1)N1C(CCC1)=O